FC(S(=O)(=O)O[Cu]OS(=O)(=O)C(F)(F)F)(F)F bis(tri-fluoromethylsulfonyloxy)copper